BrC=1C=C(C(=C(C1)CO)CO)C [5-bromo-2-(hydroxymethyl)-3-methylphenyl]methanol